CCN(C)CC1=CC=CC=C1 Methylbenzyldi-methylamin